(2E)-2-butenoic acid, cyclopentyl ester C(\C=C\C)(=O)OC1CCCC1